(2S,5R)-5-[[2-(4-chlorophenoxy)acetyl]amino]-N-[[4-(trifluoromethyl)phenyl]methyl]tetrahydropyran-2-carboxamide ClC1=CC=C(OCC(=O)N[C@@H]2CC[C@H](OC2)C(=O)NCC2=CC=C(C=C2)C(F)(F)F)C=C1